1-(fluoromethyl)cyclopropane-1-carbonitrile FCC1(CC1)C#N